diphenoxycarbonyl-1,1'-binaphthyl O(C1=CC=CC=C1)C(=O)C=1C(=C(C2=CC=CC=C2C1)C1=CC=CC2=CC=CC=C12)C(=O)OC1=CC=CC=C1